CNC(=O)C1=CC=C(C=N1)C=1CCN(CC1)CC=1C=C2NC(C=3N(C2=CC1)C=CC3)=O n-methyl-1'-((4-oxo-4,5-dihydropyrrolo[1,2-a]quinoxalin-7-yl)methyl)-1',2',3',6'-tetrahydro-[3,4'-bipyridine]-6-carboxamide